(S)-2-((((9H-fluoren-9-yl)methoxy)carbonyl)amino)-3-(5-chloro-2-(cyclobutylmethoxy)phenyl)propanoic acid C1=CC=CC=2C3=CC=CC=C3C(C12)COC(=O)N[C@H](C(=O)O)CC1=C(C=CC(=C1)Cl)OCC1CCC1